COC(=O)C1(CC(C1)N1C[C@H](CCC1)C1CN(C1)C=1C(=CC2=C(N(N=N2)[C@H](C)C2=C(C=C(C=C2)Cl)Cl)C1)C)C (1R,3r)-3-((R)-3-(1-(1-((R)-1-(2,4-dichlorophenyl)ethyl)-5-methyl-1H-benzo[d][1,2,3]triazol-6-yl)azetidin-3-yl)piperidin-1-yl)-1-methylcyclobutane-1-carboxylic acid methyl ester